ClC=1C=C(C=CC1F)C1=CN(C=2N=CN(C(C21)=O)CC(=O)N2CC(C2)(F)F)CC 5-(3-chloro-4-fluorophenyl)-3-(2-(3,3-difluoroazetidin-1-yl)-2-oxoethyl)-7-ethyl-3H-pyrrolo[2,3-d]pyrimidin-4(7H)-one